CC1=C(C=CC=C1C)C1CCN(CC1)C(CN1N=C(C2=C1CCC2)C(=O)N2CC(C2)(C)O)=O 1-(4-(2,3-dimethylphenyl)piperidin-1-yl)-2-(3-(3-hydroxy-3-methylazetidine-1-carbonyl)-5,6-dihydrocyclopenta[c]pyrazol-1(4H)-yl)ethan-1-one